CC=1C=CC(=NC1C)C(C)N1C[C@@H](N(C[C@H]1C)C=1C=2N=C(N(C2N(C(N1)=O)C)CC)CC#N)C 2-(6-((2S,5R)-4-(1-(5,6-dimethylpyridin-2-yl)ethyl)-2,5-dimethylpiperazin-1-yl)-9-ethyl-3-methyl-2-oxo-3,9-dihydro-2H-purin-8-yl)acetonitrile